5-fluoro-2,4-dimethylsulfolane FC1C(CC(S1(=O)=O)C)C